CN1C2=NC(=NC(=C2N=C1C1=CC=NC=C1)N1CCOCC1)N1N=C(C=C1)C=1C=NC=CC1 4-(9-methyl-2-(3-(pyridin-3-yl)-1H-pyrazol-1-yl)-8-(pyridin-4-yl)-9H-purin-6-yl)morpholine